(S)-3-((S)-sec-butyl)-N-(1-methyl-2-oxo-1,2-dihydropyridin-4-yl)-2-oxo-1,2,3,5-tetrahydro-4H-benzo[e][1,4]diazepine-4-carboxamide [C@H](C)(CC)[C@@H]1N(CC2=C(NC1=O)C=CC=C2)C(=O)NC2=CC(N(C=C2)C)=O